BrC=1C=C(C=CC1)C(CCCC(CN(C(OCC1=CC=CC=C1)=O)C)(C)C)O benzyl (6-(3-bromophenyl)-6-hydroxy-2,2-dimethylhexyl)(methyl)carbamate